CC1N(CCOC1)C=1C=C(C=2N(N1)C(=NC2)C2=CC=NN2)C2=CC=NN2C 3-methyl-4-(4-(1-methyl-1H-pyrazol-5-yl)-7-(1H-pyrazol-5-yl)imidazo[1,5-b]Pyridazin-2-yl)morpholine